Allyl 3-O-benzyl-6-O-[(benzyloxy)carbonyl]-2-deoxy-2-{[(2,2,2-trichloroethoxy) carbonyl]amino}-α-D-glucopyranoside C(C1=CC=CC=C1)O[C@@H]1[C@H]([C@@H](OCC=C)O[C@@H]([C@H]1O)COC(=O)OCC1=CC=CC=C1)NC(=O)OCC(Cl)(Cl)Cl